COC(=O)C1=C(N(C(=C1)C1=C2C(=NC=C1)N(C=C2)S(=O)(=O)C2=CC=CC=C2)COCC[Si](C)(C)C)C2=C(C=C(C=C2)C)F Methyl-2-(2-fluoro-4-methylphenyl)-5-[1-(phenylsulfonyl)-1H-pyrrolo[2,3-b]pyridin-4-yl]-1-{[2-(trimethylsilyl) ethoxy]methyl}-1H-pyrrole-3-carboxylate